8-((2-bromo-5-nitrophenoxy)methyl)-1,4-dioxaspiro[4.5]dec-7-ene BrC1=C(OCC2=CCC3(OCCO3)CC2)C=C(C=C1)[N+](=O)[O-]